Cl.C(C)(C)C1NCC1 2-isopropylazetidine HCl salt